C(C)(C)(CC)OOOC(CCCCCC(C)(C)C)=O neodecanoic acid-tertiary-amyl-peroxyester